N-(4-cyanobutyl)indole-3-carboxylic acid C(#N)CCCCN1C=C(C2=CC=CC=C12)C(=O)O